(1S,3aR,6aS)-N-((S)-3-oxo-1-((S)-2-oxopyrrolidin-3-yl)-4-(trifluoromethoxy)butan-2-yl)-2-(2-oxo-2-(o-tolylamino)acetyl)-octahydrocyclopenta[c]pyrrole-1-carboxamide O=C([C@H](C[C@H]1C(NCC1)=O)NC(=O)[C@H]1N(C[C@H]2[C@@H]1CCC2)C(C(NC2=C(C=CC=C2)C)=O)=O)COC(F)(F)F